6-chloro-2-(naphthalen-1-yl)-1-tosyl-1H-benzo[d]imidazole ClC=1C=CC2=C(N(C(=N2)C2=CC=CC3=CC=CC=C23)S(=O)(=O)C2=CC=C(C)C=C2)C1